The molecule is a secondary carboxamide obtained by formal condensation of the carboxy group of 4-(N,N-dimethylcarbamimidoyl)benzoic acid with the amino group of 2-amino-N-(5-chloropyridin-2-yl)-5-methoxybenzamide. A synthetic anticoagulant compound that targets activated factor Xa in the coagulation cascade. It has a role as an anticoagulant and an EC 3.4.21.6 (coagulation factor Xa) inhibitor. It is a member of guanidines, a member of benzamides, a secondary carboxamide, a monochloropyridine and a monomethoxybenzene. CN(C)C(=N)C1=CC=C(C=C1)C(=O)NC2=C(C=C(C=C2)OC)C(=O)NC3=NC=C(C=C3)Cl